ClC1=C(C=C(C=C1)NC(=O)C1=CSC=2CN(CCC21)C(=O)OC(C)(C)C)C(F)(F)F tert-butyl 3-((4-chloro-3-(trifluoromethyl)phenyl)carbamoyl)-4,7-dihydrothieno[2,3-c]pyridine-6(5H)-carboxylate